5,6-dihydro-3-methoxy-9-methylbenzo[c]xanthylium COC=1C=CC2=C(CCC=3C=C4C=C(C=CC4=[O+]C23)C)C1